dimethyl-(benzofuran-3-yl)phosphine oxide CP(C1=COC2=C1C=CC=C2)(C)=O